N-(2-methoxy-4-aminophenyl)-2-fluoro-3-chlorobenzamide COC1=C(C=CC(=C1)N)NC(C1=C(C(=CC=C1)Cl)F)=O